C(C)OC(C(CC(F)(F)F)N)=O 2-amino-4,4,4-trifluorobutanoic acid ethyl ester